O1CCN(CC1)CC(=O)OCN1N=CC(=C1)C=1SC=C(N1)C(NC=1C(=NN(C1)C1CCC(CC1)OCC)C1=NC(=CC=C1F)F)=O (4-(4-((3-(3,6-difluoropyridin-2-yl)-1-((1r,4r)-4-ethoxycyclohexyl)-1H-pyrazol-4-yl)carbamoyl)thiazol-2-yl)-1H-pyrazol-1-yl)methyl 2-morpholinoacetate